(2-((2S,4S)-4-(dimethylamino)-2-(hydroxymethyl)pyrrolidin-1-yl)-5-fluorophenyl)-2-(2-fluoro-6-methoxyphenyl)pyrimidine-4-carboxamide CN([C@H]1C[C@H](N(C1)C1=C(C=C(C=C1)F)C=1C(=NC(=NC1)C1=C(C=CC=C1OC)F)C(=O)N)CO)C